C(C=1C(O)=CC=CC1)(=O)OCCCCCCCCCCCCCCCCC heptadecyl salicylate